ethyl (5S)-5-[3-[[5-(difluoromethoxy)-2-methyl-pyrazol-3-yl]amino]-1,2,4-triazol-4-yl]-2-[trans-(3-fluorocyclobutanecarbonyl)amino]-4,5,6,7-tetrahydrobenzothiophene-3-carboxylate FC(OC=1C=C(N(N1)C)NC1=NN=CN1[C@H]1CCC2=C(C(=C(S2)NC(=O)[C@@H]2C[C@H](C2)F)C(=O)OCC)C1)F